5-CHLORO-1-METHYL-1H-PYRROLE-2,4-DICARBALDEHYDE ClC1=C(C=C(N1C)C=O)C=O